FC=1C=C(C=CC1F)C(CCNC(OC(C)(C)C)=O)O tert-butyl (3-(3,4-difluorophenyl)-3-hydroxypropyl)carbamate